N[C@@H]1CN(CC1)C=1N(C(C2=C(N1)NC=C2C2=C(C1=CN(N=C1C=C2)C)Cl)=O)C (S)-2-(3-aminopyrrolidin-1-yl)-5-(4-chloro-2-methyl-2H-indazol-5-yl)-3-methyl-3,7-dihydro-4H-pyrrolo[2,3-d]pyrimidin-4-one